1-[4-chloro-6-(6-trifluoromethyl-pyridin-2-yl)-[1,3,5]triazin-2-ylamino]-2-methyl-propan-2-ol ClC1=NC(=NC(=N1)C1=NC(=CC=C1)C(F)(F)F)NCC(C)(O)C